ClC1=C(C=CC=C1NC(=O)C=1N(C2=C(CN(CC2)CCCC(=O)O)N1)C)C1=C(C(=CC=C1)NC(=O)C=1N(C2=C(CN(CC2)CCCC(=O)O)N1)C)Cl (((2,2'-dichloro-[1,1'-biphenyl]-3,3'-diyl)bis(azanediyl))bis(carbonyl)bis(1-methyl-1,4,6,7-tetrahydro-5H-imidazo[4,5-c]pyridine-2,5-diyl))dibutyric acid